(rel)-Methyl (2S,4S)-4-hydroxychromane-2-carboxylate O[C@H]1C[C@H](OC2=CC=CC=C12)C(=O)OC |o1:1,3|